1,8-octanedi-thiol C(CCCCCCCS)S